O[C@H]1[C@@H](O[C@@H]([C@H]1O)CO)C=1C=NCN(C1)C=1NC=CN1 5-((2S,3R,4S,5R)-3,4-dihydroxy-5-(hydroxymethyl)tetrahydrofuran-2-yl)-1-(1H-imidazol-2-yl)pyrimidine